ONC(=O)C=1C(=C(C=CC1)N1CC(C1)OC1=CC=C(C=C1)COC=1C=NC=CC1)C1=CC=CC=C1 N-hydroxy-6-(3-(4-((pyridin-3-yloxy)methyl)phenoxy)azetidin-1-yl)-[1,1'-biphenyl]-2-carboxamide